1-(4-trifluoromethyl-phenyl)-2-methylallyl alcohol FC(C1=CC=C(C=C1)C(C(=C)C)O)(F)F